ethyl 2-(2-bromo-6-chloropyridin-4-yl)-2-oxoacetate BrC1=NC(=CC(=C1)C(C(=O)OCC)=O)Cl